4-(4-((1R,5S)-3,8-diazabicyclo[3.2.1]octan-3-yl)-8-fluoro-2-(((2R,7aS)-2-fluorotetrahydro-1H-pyrrolizin-7a(5H)-yl)methoxy)-1,6-naphthyridin-7-yl)-5-ethynyl-6-fluoronaphthalen-2-ol [C@H]12CN(C[C@H](CC1)N2)C2=CC(=NC1=C(C(=NC=C21)C2=CC(=CC1=CC=C(C(=C21)C#C)F)O)F)OC[C@]21CCCN1C[C@@H](C2)F